FC1=C(C=C(C=C1B1OC(C(O1)(C)C)(C)C)OC1(COC1)C)C=1C(=NN(C1C)C)C 4-(2-fluoro-5-((3-methyloxetan-3-yl)oxy)-3-(4,4,5,5-tetramethyl-1,3,2-dioxaborolan-2-yl)phenyl)-1,3,5-trimethyl-1H-pyrazole